5-bromo-2-(1-(4-methoxybenzyl)-1H-pyrazol-3-yl)-4-methylpyridine BrC=1C(=CC(=NC1)C1=NN(C=C1)CC1=CC=C(C=C1)OC)C